ClC=1C=C(C=CC1Cl)NC(=O)[C@H]1[C@H]([C@@H]2CC[C@H]1O2)C2=CC=NCC2 4-((1S,2S,3S,4R)-3-((3,4-Dichlorophenyl)carbamoyl)-7-oxabicyclo[2.2.1]heptan-2-yl)-5,6-dihydropyridin